thiadiazole-spiropyrimidinetrione N1C(NC(C(C12N=NC=C2)=O)=O)=O